C1(CC1)OC1CN(C1)C1CCC(CC1)[C@@H](C)N1C(=C(C=2C1=NC=CC2)C(=O)OCC)C ethyl 1-[(1R)-1-[4-[3-(cyclopropoxy)azetidin-1-yl]cyclohexyl]ethyl]-2-methyl-pyrrolo[2,3-b]pyridine-3-carboxylate